C1(CCC1)N1N=CC2=CC(=CC=C12)C(=O)OC methyl 1-cyclobutyl-1H-indazole-5-carboxylate